C(CCCCCCCCCCC)NCCC(=O)OC Methyl β-dodecylaminopropionate